C(CCCCCCCC)OCOC=CCCCCC(OCC)OCC diethoxyheptenyl nonoxymethyl ether